FC=1C=C2C(=C(NC2=C(C1)F)C1=CC=C(C=C1)F)C1CC(C1)(C(=O)O)F 3-[5,7-difluoro-2-(4-fluorophenyl)-1H-indol-3-yl]-1-fluoro-cyclobutanecarboxylic acid